N-Dimethylaminoethyl-piperidin CN(C)CCN1CCCCC1